((5-fluoropyrimidin-2-yl)methylsulfonyl)-4H-1,2,4-triazole-3-carboxamide FC=1C=NC(=NC1)CS(=O)(=O)N1C(=NN=C1)C(=O)N